1-(6-(3,4-dimethoxyphenyl)pyrazin-2-yl)cyclohexane-1,4-Diamine COC=1C=C(C=CC1OC)C1=CN=CC(=N1)C1(CCC(CC1)N)N